bis(4-ethylphenyl)sulfane C(C)C1=CC=C(C=C1)SC1=CC=C(C=C1)CC